CC1=CC=C(C=C1)C1=CC(=NN1C1=CC=C(C#N)C=C1)OC[C@@H]1CNCC1 4-[5-(4-methylphenyl)-3-[[(3S)-pyrrolidin-3-yl]methoxy]pyrazol-1-yl]benzonitrile